FC=1C=NC=CC1NC=1C=NC=2CC(N(C(C2C1)([2H])[2H])C1=C(C=C2C(=N1)CNC2=O)C)([2H])[2H] 2-(3-((3-Fluoropyridin-4-yl)amino)-7,8-dihydro-1,6-naphthyridin-6(5H)-yl-5,5,7,7-d4)-3-methyl-6,7-dihydro-5H-pyrrolo[3,4-b]pyridine-5-one